CN1N=C(C=C1C)NC1=NC=C(C(=N1)C1=CNC2=C(C=CC=C12)NC(CN1C[C@H](CC1)OC1=CC=NC=C1)=O)C (S)-N-(3-(2-((1,5-dimethyl-1H-pyrazol-3-yl)amino)-5-methylpyrimidin-4-yl)-1H-indol-7-yl)-2-(3-(pyridin-4-yloxy)pyrrolidin-1-yl)acetamide